5-chloro-2-methylsulfanyl-pyrimidine-4-carbonyl chloride ClC=1C(=NC(=NC1)SC)C(=O)Cl